5-bromo-3-((4-hydroxy-1-(4-hydroxyphenyl)-3-oxobutan-2-ylimino)methyl)-2-(isobutyryloxy)phenyl nicotinate C(C1=CN=CC=C1)(=O)OC1=C(C(=CC(=C1)Br)C=NC(CC1=CC=C(C=C1)O)C(CO)=O)OC(C(C)C)=O